FC1=C(C(=C(C=C1CN1C[C@H](CCC1)C)C(\C=C\N1CCCC1)=O)O)C (S,E)-1-(4-fluoro-2-hydroxyl-3-methyl-5-((3-methylpiperidin-1-yl)methyl)phenyl)-3-(pyrrolidin-1-yl)prop-2-en-1-one